C[NH+](CC#C)C N,N-dimethylprop-2-yn-1-aminium